C[C@H]1OC(OCC1)C(=O)OC1=CC(=CC(=C1)\C=C\C1=CC=C(C=C1)OC(=O)C1OCC[C@H](O1)C)OC(=O)C1OCC[C@H](O1)C 3-[(4R)-4-methyl-1,3-dioxane-2-carbonyloxy]-5-[(1E)-2-{4-[(4R)-4-methyl-1,3-dioxane-2-carbonyloxy]phenyl}ethenyl]phenyl (4R)-4-methyl-1,3-dioxane-2-carboxylate